O1C(CC1)O oxetaneol